3-methyl-3-(6-((S)-2-methylpiperazin-1-yl)pyridin-3-yl)piperidine-2,6-dione CC1(C(NC(CC1)=O)=O)C=1C=NC(=CC1)N1[C@H](CNCC1)C